COC(C1=CC=C(C=C1)CN1C(N(C2=NC(=NC=C12)N)[C@@H]1O[C@@H](C[C@H]1O)CO)=O)=O Methyl-4-((2-Amino-9-((2R,3R,5S)-3-hydroxy-5-(hydroxymethyl)tetrahydrofuran-2-yl)-8-oxo-8,9-dihydro-7H-purin-7-yl)methyl)benzoat